CNC(=O)N methyl-urea